N(=[N+]=[N-])C\C=C/1\[C@@H]2CC[C@@H]([C@]2(CCC1)C)[C@H](C)CCCC(C(F)(F)F)(C(F)(F)F)OCOC (1R,3aS,7aR,E)-4-(2-Azidoethylidene)-7a-methyl-1-[(R)-7,7,7-trifluoro-6-(methoxymethoxy)-6-(trifluoromethyl)heptan-2-yl]octahydro-1H-indene